Cl.Cl.CN(C1CCC(CC1)N)C N1,N1-dimethylcyclohexane-1,4-diamine dihydrochloride